ethyl 1-((5-bromo-4-methyl-3-nitropyridin-2-yl)oxy)cyclopropane-1-carboxylate BrC=1C(=C(C(=NC1)OC1(CC1)C(=O)OCC)[N+](=O)[O-])C